(R/S)-ethyl 2-bromobutyrate Br[C@@H](C(=O)OCC)CC |r|